N1(CC=CC1)C(C)=O 1-(2,5-Dihydro-1H-pyrrol-1-yl)ethan-1-one